ClC1=CC=C(C(=N1)F)O[C@H](C)C=1C=C(C=C2C(C(=C(OC12)C1C(C1)C(=O)OCC)C)=O)C ethyl 2-[8-[(1R)-1-[(6-Chloro-2-fluoro-3-pyridyl)oxy]ethyl]-3,6-dimethyl-4-oxo-chromen-2-yl]cyclopropanecarboxylate